(diazomethyl)trimethylsilane [N+](=[N-])=C[Si](C)(C)C